BrC1=CC=C(C=C1)C(C)N(C(=O)C1CCCCC1)C N-[1-(4-bromophenyl)ethyl]-N-methylcyclohexanecarboxamide